(Z)-3-(4-bromo-1-methyl-1H-pyrazol-5-yl)-2-(o-tolyl)acrylonitrile BrC=1C=NN(C1\C=C(/C#N)\C1=C(C=CC=C1)C)C